lithium-boron fluoride B(F)(F)F.[Li]